C(C1=CC=CC=C1)=CCC=CC1=CC=CC=C1 dibenzylidenepropane